COC1=CC=2C(C3=CC(=CC=C3C2C=C1N1C=NC(=C1)C)C1=CC=CC=C1)=O 2-methoxy-3-(4-methyl-1H-imidazol-1-yl)-7-phenyl-9H-fluoren-9-one